racemic-cis-4-azido-4-methylpiperidin-3-yl benzoate C(C1=CC=CC=C1)(=O)O[C@@H]1CNCC[C@]1(C)N=[N+]=[N-] |r|